ClC=1C=CC2=C(NCC(O2)C(=O)NC23CC(C2)(C3)NC(COC3=CC(=C(C=C3)Cl)F)=O)C1 6-chloro-N-{3-[2-(4-chloro-3-fluorophenoxy)acetamido]bicyclo[1.1.1]pentan-1-yl}-3,4-dihydro-2H-1,4-benzoxazine-2-carboxamide